2,3-bis(2-sulfanylacetylsulfanyl)propane-1-thiol SCC(=O)SC(CS)CSC(CS)=O